2-hydroxy-N-(4-hydroxy-2-methyl-butyl)-2-(naphthyl)acetamide OC(C(=O)NCC(CCO)C)C1=CC=CC2=CC=CC=C12